1-(4-{[(1R)-1-{3-[(2R)-2-cyclopropyl-1,1-difluoro-2-hydroxypropyl]-2-fluorophenyl}ethyl]amino}-2-methylpyrido[3,4-d]pyrimidin-6-yl)-2,5-dihydro-1H-1lambda5-phosphol-1-one C1(CC1)[C@@](C(F)(F)C=1C(=C(C=CC1)[C@@H](C)NC=1C2=C(N=C(N1)C)C=NC(=C2)P2(CC=CC2)=O)F)(C)O